tert-butyl 5-benzyl-1-(m-tolylcarbamoyl)hexahydropyrrolo[3,4-c]pyrrole-2(1H)-carboxylate C(C1=CC=CC=C1)N1CC2C(C1)CN(C2C(NC=2C=C(C=CC2)C)=O)C(=O)OC(C)(C)C